methyl 2-(2-fluoro-4-(2-((1S,2R)-2-(1-(5-(methoxymethyl)pyrimidin-2-yl)piperidin-4-yl)cyclopropyl)ethoxy)phenyl)acetate FC1=C(C=CC(=C1)OCC[C@H]1[C@H](C1)C1CCN(CC1)C1=NC=C(C=N1)COC)CC(=O)OC